2,6-difluoroterphenyl isothiocyanate [N-]=C=S.FC1=C(C(=CC=C1)F)C=1C(=CC=CC1)C1=CC=CC=C1